3-(3,4-difluorophenyl)-4-(5-(3,5-dimethylisoxazol-4-yl)-1-((R)-tetrahydrofuran-3-yl)-1H-benzo[d]imidazol-2-yl)-1,3-oxazinan-2-one FC=1C=C(C=CC1F)N1C(OCCC1C1=NC2=C(N1[C@H]1COCC1)C=CC(=C2)C=2C(=NOC2C)C)=O